tert-butyl (S)-2-(3-(3-((4-isopropylbenzyl)carbamoyl)piperidin-1-yl)phenoxy)-2-methylpropanoate C(C)(C)C1=CC=C(CNC(=O)[C@@H]2CN(CCC2)C=2C=C(OC(C(=O)OC(C)(C)C)(C)C)C=CC2)C=C1